C1(CC1)C1=NN2C(N=CC=C2C(=O)N[C@H]2CCOC3=CC(=CC=C23)F)=C1C(=O)N 2-cyclopropyl-N7-[(4S)-7-fluorochroman-4-yl]pyrazolo[1,5-a]pyrimidine-3,7-dicarboxamide